FC(OC1=C(C=CC=C1C)S(=O)(=O)NC=1C=C(C(C(=O)OC)=CC1)C(=O)OC)F dimethyl 4-((2-(difluoromethoxy)-3-methylphenyl)sulfonamido)phthalate